BrC=1C=NC=C(C1)C1=CC(=C(C=C1)OC)OCCCF 3-bromo-5-(3-(3-fluoropropoxy)-4-methoxyphenyl)pyridine